NC1=NC(=NC=C1)C=1C(=NN(C1OCC[C@H](C)NC1=C(C=NC(=C1)Cl)C1=NC=C(C=C1F)S(=O)(=O)C)C)C (S)-N-(4-((4-(4-aminopyrimidin-2-yl)-1,3-dimethyl-1H-pyrazol-5-yl)oxy)butan-2-yl)-6'-chloro-3-fluoro-5-(methylsulfonyl)-[2,3'-bipyridin]-4'-amine